CC1CCCC(C(N1)=O)NC(OCC1=CC=CC=C1)=O racemic-benzyl ((Z)-7-methyl-2-oxoazepan-3-yl)carbamate